Scandium silicon oxide [Si]=O.[Sc]